C1=CC=CC=2C3=CC=CC=C3C(C12)COC(=O)N[C@H](C(=O)O)CC1=C(C=CC(=C1)Cl)C=1SC=NN1 (S)-2-((((9H-fluoren-9-yl)methoxy)carbonyl)amino)-3-(5-chloro-2-(1,3,4-thiadiazol-2-yl)phenyl)propanoic acid